OC=1C=CC2=C(OC(C3=C2C=CC(=C3)O)=O)C1 3,8-dihydroxy-6H-dibenzo[b,d]pyran-6-on